hydroxydimethyl-tin O[Sn](C)C